The molecule is a member of the class of imidazoles carrying 4-hydroxycyclohexyl, 4-fluorophenyl and 2-methoxypyrimidin-4-yl substituents at positions 1, 4 and 5 respectively. It has a role as an EC 2.7.11.24 (mitogen-activated protein kinase) inhibitor. It is a member of cyclohexanols, a member of imidazoles, a member of pyrimidines, an aromatic ether, a member of monofluorobenzenes and a secondary alcohol. COC1=NC=CC(=N1)C2=C(N=CN2C3CCC(CC3)O)C4=CC=C(C=C4)F